3-(5-(1-(3-(morpholinosulfonyl)benzyl)piperidin-4-yl)-1-oxoisoindolin-2-yl)piperidine-2,6-dione O1CCN(CC1)S(=O)(=O)C=1C=C(CN2CCC(CC2)C=2C=C3CN(C(C3=CC2)=O)C2C(NC(CC2)=O)=O)C=CC1